C1(=CC=CC=C1)C(=O)C(C)(C)O Phenyl-(1-hydroxyisopropyl) keton